1-Tert-butyl 5-ethyl 4-oct-1-ynyl-3,6-dihydro-2H-pyridine-1,5-dicarboxylate C(#CCCCCCC)C=1CCN(CC1C(=O)OCC)C(=O)OC(C)(C)C